(2-Methyl-2-phenoxypropyl)-4-(3-(4-methylpiperazin-1-yl)azetidin-1-yl)-1H-benzo[d]imidazole-1-carboxamide CC(CC1=NC2=C(N1C(=O)N)C=CC=C2N2CC(C2)N2CCN(CC2)C)(C)OC2=CC=CC=C2